C(=C)NC1=CC=C(C=C1)NC=C divinyl-p-phenylenediamine